C(C)(C)(C)OC(=O)N1CCN(CC1)C(CN1/C(/C(=CC(=C1)Br)F)=N/S(=O)(=O)C1=CC=C(C)C=C1)=O 4-[2-[(2E)-5-bromo-3-fluoro-2-(p-toluenesulfonyl-imino)-1-pyridinyl]acetyl]piperazine-1-carboxylic acid tert-butyl ester